C(C1CO1)OCCC[Si](OC)(OC)OC 3-glycidoxypropyltrimethoxysilane